8-((3R,4R)-4-(2,6-difluorophenoxy)-3-methylpiperidin-1-yl)-5-methyl-6-oxo-5,6-dihydro-1,5-naphthyridine-2-carbonitrile FC1=C(O[C@H]2[C@@H](CN(CC2)C2=CC(N(C=3C=CC(=NC23)C#N)C)=O)C)C(=CC=C1)F